Methyl 3-(((5-(4-cyano-3-fluorophenyl)-1-(4-methoxyphenyl)-1H-pyrazol-3-yl)amino)methyl)cyclohexane-1-carboxylate C(#N)C1=C(C=C(C=C1)C1=CC(=NN1C1=CC=C(C=C1)OC)NCC1CC(CCC1)C(=O)OC)F